BrC=1C=C2C(=CC=NC2=CC1)NC1=CC(=CC(=C1)OC)OCC(F)F 6-Bromo-N-(3-(2,2-difluoroethoxy)-5-methoxyphenyl)quinolin-4-amine